C(C)(C)OC(CNC(CCCCCCCCCCC)=O)=O N-lauroyl-glycine isopropyl ester